potassium (S)-3-cyano-5-methylhexanoate C(#N)[C@H](CC(=O)[O-])CC(C)C.[K+]